4-(chloromethyl)-5-methoxy-2-(trifluoromethyl)pyridine ClCC1=CC(=NC=C1OC)C(F)(F)F